(4-isopropylphenyl)-methanone C(C)(C)C1=CC=C(C=C1)C=O